2-(4-chlorophenyl)-4,4-dimethylcyclohexene ClC1=CC=C(C=C1)C1=CCCC(C1)(C)C